C(C)(=O)O.N=1C=NN2C1C=C(C=C2)OC2=C(C=C(C=C2)NC2=NC=NN1C2=C(C=C1)C1CCN(CC1)C(=O)C1CC(N1)=O)C 4-(4-(4-((4-([1,2,4]triazolo[1,5-a]pyridin-7-yloxy)-3-methylphenyl)amino)pyrrolo[2,1-f][1,2,4]triazin-5-yl)piperidine-1-carbonyl)azetidin-2-one acetate